tert-butyl (R)-3-((3-((1-(4-bromo-3-(thiophen-2-yl)phenyl)ethyl)carbamoyl)-4-methylphenyl)amino)azetidine-1-carboxylate BrC1=C(C=C(C=C1)[C@@H](C)NC(=O)C=1C=C(C=CC1C)NC1CN(C1)C(=O)OC(C)(C)C)C=1SC=CC1